C=CCCC trans-penten